1,4-bis(benzoxazol-2-yl)benzene O1C(=NC2=C1C=CC=C2)C2=CC=C(C=C2)C=2OC1=C(N2)C=CC=C1